tert-butyl-(3-oxo-1-(1-(4,4,5,5-tetramethyl-1,3,2-dioxaborolan-2-yl)pentyl)cyclobutyl)carbamate C(C)(C)(C)OC(NC1(CC(C1)=O)C(CCCC)B1OC(C(O1)(C)C)(C)C)=O